CC1=CC=C2C(=NC(=NC2=C1)N1CC2(CN(C2)C(C=C)=O)CC1)C1=C2C=NNC2=CC=C1C 1-(6-(7-methyl-4-(5-methyl-1H-indazol-4-yl)-2-quinazolinyl)-2,6-diazaspiro[3.4]octan-2-yl)-2-propen-1-one